Methyl 5-bromo-4-(methylamino)pyrimidine-2-carboxylate BrC=1C(=NC(=NC1)C(=O)OC)NC